ClC1=NC(=C2CC(OC3=CSC1=C32)C)C 8-chloro-4,6-dimethyl-4,5-dihydro-3-oxa-1-thia-7-aza-acenaphthylene